[OH-].[O-2].[Al+3] aluminium oxide hydroxide